FC1=C(C=CC=C1OC)C(C(=O)OCC)O ethyl 2-(2-fluoro-3-methoxyphenyl)-2-hydroxyacetate